4-(4-chlorobenzyl)-6,7,8,9-tetrahydroimidazo[1,2-a]pyrido[3,4-e]pyrimidin-5(4H)-one ClC1=CC=C(CN2C=3N(C4=C(C2=O)CNCC4)C=CN3)C=C1